O1C2=C(OCC1)C(=CC=C2)NC2=NC=1N(C(=C2)NC)N=CC1NC(=O)NCC#C 1-(5-((2,3-dihydrobenzo[b][1,4]dioxin-5-yl)amino)-7-(methylamino)pyrazolo[1,5-a]pyrimidin-3-yl)-3-(prop-2-yn-1-yl)urea